COC(C)C=1C(=NC=CC1)N 3-(1-methoxyethyl)pyridin-2-amine